ethyl 1-(3,5-di-tert-butylphenyl)-1-methylethylcarbamate C(C)(C)(C)C=1C=C(C=C(C1)C(C)(C)C)C(C)(C)NC(OCC)=O